CNCCC(OC1=CC(=CC=C1)C(F)(F)F)C1=CC=CC=C1 N-methyl-3-phenyl-3-(3-trifluoromethyl-phenoxy)propylamine